2-hydroxy-3-(2-propenyloxy)-propanesulfonic acid OC(CS(=O)(=O)O)COCC=C